6-bromo-2-methylsulfanyl-quinoxaline BrC=1C=C2N=CC(=NC2=CC1)SC